tert-butyl N-[(1S)-1-methyl-2,3-dioxo-3-pyrazin-2-yl-propyl]carbamate C[C@@H](C(C(C1=NC=CN=C1)=O)=O)NC(OC(C)(C)C)=O